C(#C)C1=CC=C(C=C1)[C@H](C)NC(=O)[C@H]1N(C[C@@H](C1)O)C([C@@H](C(CCNS(=O)(=O)C)(C)C)NC(OC1=CC=CC=C1)=O)=O Phenyl ((R)-1-((2S,4R)-2-(((S)-1-(4-ethynylphenyl)ethyl)carbamoyl)-4-hydroxypyrrolidin-1-yl)-3,3-dimethyl-5-(methylsulfonamido)-1-oxopentan-2-yl)carbamate